2-cyclohexenyl-N-(3-morpholinopropyl)-4-nitroaniline C1(=CCCCC1)C1=C(NCCCN2CCOCC2)C=CC(=C1)[N+](=O)[O-]